C(N)(=O)[C@@H]1CC2(CN1C(=O)OC(C)(C)C)C(NC1=C(O2)C=CC=C1)=O t-butyl (5'S)-5'-carbamoyl-3-oxo-3,4-dihydrospiro[benzo[b][1,4]oxazine-2,3'-pyrrolidine]-1'-carboxylate